2-chloro-N-(6-fluoro-5-methylpyridin-3-yl)-3-(2-((2-hydroxy-2-methylpropyl)amino)-2-oxoacetyl)-5,6,7,8-tetrahydroindolizine-1-carboxamide ClC=1C(=C2CCCCN2C1C(C(=O)NCC(C)(C)O)=O)C(=O)NC=1C=NC(=C(C1)C)F